methyl 1-((2-(trimethylsilyl)ethoxy)methyl)-1H-pyrrolo[2,3-b]pyridine-2-carboxylate C[Si](CCOCN1C(=CC=2C1=NC=CC2)C(=O)OC)(C)C